ClC1=NC=C2C(=N1)N(N=C2)C[C@@H]2N(CCCC2)C(C)=O (R)-1-(2-((6-chloro-1H-pyrazolo[3,4-d]pyrimidin-1-yl)methyl)piperidin-1-yl)ethan-1-one